(R)-N-[(1S,2R)-2-Hydroxyindan-1-yl]-3-[(2S,3S)-3-(2,6-dimethyl-4-pentylamino-phenoxyacetyl)amino-2-hydroxy-4-phenylbutanoyl]-5,5-dimethyl-1,3-thiazolidine-4-carboxamide O[C@H]1[C@H](C2=CC=CC=C2C1)NC(=O)[C@H]1N(CSC1(C)C)C([C@H]([C@H](CC1=CC=CC=C1)NC(COC1=C(C=C(C=C1C)NCCCCC)C)=O)O)=O